4-(bromomethyl)-1-methyl-1H-pyrazole hydrochloride Cl.BrCC=1C=NN(C1)C